C1CC=CNC1 TETRAHYDROPYRIDINE